ClC1=CC=C(C=N1)C(=O)NC1=NN(C(=C1)C1=NC2=C(N1)C=CC(=C2)C)CC2=CC=C(C=C2)OC 6-Chloro-N-[1-[(4-methoxyphenyl)methyl]-5-(5-methyl-1H-benzimidazol-2-yl)pyrazol-3-yl]-pyridine-3-carboxamide